S(C)(=O)(=O)O.S(C)(=O)(=O)O.N1N=CC2=C(C=CC=C12)C=1N=C(C2=C(N1)C=C(S2)CN2CCN(CC2)S(=O)(=O)C)N2CCOCC2 2-(1H-indazol-4-yl)-6-(4-methanesulfonyl-piperazin-1-ylmethyl)-4-morpholin-4-yl-thieno[3,2-d]pyrimidine bismesylate